CN1CCC(CC1)CCOC1=CC=2N(C=C1)C(=CN2)C2=CC(=NC=N2)NCC2=CC=C(C=C2)C2=NN(N=C2)C (6-{7-[2-(1-methyl-piperidin-4-yl)-ethoxy]-imidazo[1,2-a]pyridin-3-yl}-pyrimidin-4-yl)-[4-(2-methyl-2H-[1,2,3]triazol-4-yl)-benzyl]-amine